O1C2=C(OCC1)C(=CC=C2)CNC(=O)N2CCN(CC2)C2=C(C=NC=C2)F N-((2,3-Dihydrobenzo[b][1,4]dioxin-5-yl)methyl)-4-(3-fluoropyridin-4-yl)piperazine-1-carboxamide